O1C(CCCC1)O[C@@H](C)C=1N(C=CN1)CC1=NOC(=C1)C1=CC=C(C=C1)C#CC1=CC=C(C#N)C=C1 4-((4-(3-((2-((1S)-1-((tetrahydro-2H-pyran-2-yl)oxy)ethyl)-1H-imidazol-1-yl)methyl)isoxazol-5-yl)phenyl)ethynyl)benzonitrile